NC1=NC=CC(=C1C#C)OC1=C(C=C(C=C1F)NC(=O)C=1C=NN(C1C(F)(F)F)C1=NC=CC=C1Cl)F N-(4-((2-amino-3-ethynylpyridin-4-yl)oxy)-3,5-difluorophenyl)-1-(3-chloropyridin-2-yl)-5-(Trifluoromethyl)-1H-pyrazole-4-carboxamide